CC=1OC2=C(N1)C=C(C=C2C)C(=O)N (E)-2,7-dimethyl-1,3-benzoxazole-5-carboxamide